N-(4-((6-fluoro-7-methoxyquinolin-4-yl)amino)phenyl)cyclopropanesulfonamide FC=1C=C2C(=CC=NC2=CC1OC)NC1=CC=C(C=C1)NS(=O)(=O)C1CC1